methyl 2-({3-chloro-2-[(4-chloro-2-fluorophenyl)methoxy]-5,6,7,8-tetrahydro-1,7-naphthyridin-7-yl}methyl)-1-[(1-cyanocyclopropyl)methyl]-1H-1,3-benzodiazole-6-carboxylate ClC=1C(=NC=2CN(CCC2C1)CC1=NC2=C(N1CC1(CC1)C#N)C=C(C=C2)C(=O)OC)OCC2=C(C=C(C=C2)Cl)F